S(=O)(=O)(ON1[C@@H]2CC[C@H](N(C1=O)C2)C(N)=O)OCC2(C(OC(C2)(C)C)=O)C (1R,2S,5R)-2-carbamoyl-7-oxo-1,6-diazabicyclo[3.2.1]octan-6-yl ((3,5,5-trimethyl-2-oxotetrahydrofuran-3-yl)methyl) sulfate